propyl (tert-butoxycarbonyl)-L-seryl-L-prolinate C(C)(C)(C)OC(=O)N[C@@H](CO)C(=O)N1[C@@H](CCC1)C(=O)OCCC